C1(=CC=CC=C1)C1(CC1)NC1=NC=C(C=N1)C(=O)NN 2-((1-phenylcyclopropyl)amino)pyrimidine-5-carbohydrazide